C(C)(C)(C)OC(=O)OCOC(=O)N1C=CC2=C(C=CC=C12)B1OC(C(O1)(C)C)(C)C (((tert-butoxycarbonyl) oxy) methyl)-4-(4,4,5,5-tetramethyl-1,3,2-dioxaborolan-2-yl)-1H-indole-1-carboxylate